N-(5-(((2R,5'S)-5-((2S,6S)-2,6-Dimethylmorpholino)-5'-methyl-3H-spiro[furo[2,3-c]pyridine-2,3'-pyrrolidin]-1'-yl)methyl)thiazol-2-yl)acetamide C[C@@H]1O[C@H](CN(C1)C=1C=C2C(=CN1)O[C@]1(CN([C@H](C1)C)CC1=CN=C(S1)NC(C)=O)C2)C